(trans)-2-[[2-chloro-5-(trifluoromethyl)pyrimidin-4-yl]amino]tetrahydropyran-4-carbonitrile ClC1=NC=C(C(=N1)N[C@@H]1OCC[C@H](C1)C#N)C(F)(F)F